CC=1OC(=CC1C)C1=CC=CC2=CC=CC=C12 2,3-dimethyl-5-(1-naphthyl)furan